C(C)(C)(C)OC(=O)N1CC(C1)C=1C=NC=CC1N1[C@@H](CC1)COC (S)-3-(4-(2-(methoxymethyl)azetidin-1-yl)pyridin-3-yl)azetidine-1-carboxylic acid tert-butyl ester